Cl.C(CCCCCCCCCCCCC)O.C(CCCCCCCCCCCCC)O ditetradecanol hydrochloride